C(C1=CC=CC=C1)OC=1C=C2CCNC(C2=CC1OC)\C=C\C1=C(C=C(C(=C1)OC)OC)C 6-(benzyloxy)-1-[(E)-2-(4,5-dimethoxy-2-methylphenyl)ethenyl]-7-methoxy-1,2,3,4-tetrahydroisoquinoline